((3S,5S)-1-(4-methoxybenzyl)-5-phenylpyrrolidin-3-yl)carbamic acid tert-butyl ester C(C)(C)(C)OC(N[C@@H]1CN([C@@H](C1)C1=CC=CC=C1)CC1=CC=C(C=C1)OC)=O